5-(3-isopropyl-2-(2-methylpyridin-4-yl)-1H-indole-5-carbonyl)hexahydropyrrolo[3,4-c]pyrrole-2(1H)-carboxylic acid tert-butyl ester C(C)(C)(C)OC(=O)N1CC2CN(CC2C1)C(=O)C=1C=C2C(=C(NC2=CC1)C1=CC(=NC=C1)C)C(C)C